9-Isopentyl-4-isopropyl-1-oxa-4,9-diazaspiro[5.5]undecan-3-on C(CC(C)C)N1CCC2(CN(C(CO2)=O)C(C)C)CC1